ClC1=C(N=C(S1)C#C[Si](C)(C)C)C 2-(5-chloro-4-methylthiazol-2-yl)ethynyltrimethylsilane